4-(tert-butoxycarbonylamino)cyclohexanone C(C)(C)(C)OC(=O)NC1CCC(CC1)=O